5-[1-(5-amino-2-pyridyl)-3-(trifluoromethyl)pyrazol-4-yl]-N-[3-chloro-4-[[1-[(2S,4R)-4-hydroxyprolyl]-4-piperidyl]methylcarbamoyl]phenyl]-1-methyl-imidazole-2-carboxamide NC=1C=CC(=NC1)N1N=C(C(=C1)C1=CN=C(N1C)C(=O)NC1=CC(=C(C=C1)C(NCC1CCN(CC1)C([C@H]1NC[C@@H](C1)O)=O)=O)Cl)C(F)(F)F